N-hydroxy-4-(hydroxymethyl)3-methylbenzamide ONC(C1=CC(=C(C=C1)CO)C)=O